C(CCCCCCCCCCCCC)(=O)OC(CCCCCC)C 1-Methylheptyl myristate